Methyl 2-(4-((2-oxopyridin-1(2H)-yl)methyl)phenyl)acetate O=C1N(C=CC=C1)CC1=CC=C(C=C1)CC(=O)OC